bis(4-methyl-2-pentyl)-dithiophosphoric acid CC(CC(C)OP(S)(OC(C)CC(C)C)=S)C